C1(CC1)C=1C=CC(=NC1F)[C@H](NC(=O)[C@H]1N(C[C@@H](C1)F)C(CNC1=NC(=NC=C1)C)=O)C1=CC=CC=C1 (2S,4R)-N-[(R)-(5-cyclopropyl-6-fluoropyridin-2-yl)(phenyl)methyl]-4-fluoro-1-{2-[(2-methylpyrimidin-4-yl)amino]acetyl}pyrrolidine-2-carboxamide